4-(3-((5-chloro-2-((3-methyl-1-(3-morpholinopropyl)-1H-pyrazol-4-yl)amino)pyrimidin-4-yl)amino)propyl)-1,4-oxazepan-3-one ClC=1C(=NC(=NC1)NC=1C(=NN(C1)CCCN1CCOCC1)C)NCCCN1C(COCCC1)=O